FC=1C(=C(C=O)C=C(C1)C1=NSC(=N1)C1=CC(=CC=C1)N1CCCC1)O 3-fluoro-2-hydroxy-5-(5-(3-(pyrrolidin-1-yl)phenyl)-1,2,4-thiadiazol-3-yl)benzaldehyde